(+/-)-propylene glycol carbonate C(O)(O)=O.C([C@@H](C)O)O |r|